BrC=1C=C(C=NC1Cl)N(C(OC)=O)O Methyl (5-bromo-6-chloropyridin-3-yl)(hydroxy)carbamate